(R)-N-((S)-1'-(4-amino-5-iodo-1-methyl-6-oxo-1,6-dihydropyrimidin-2-yl)-1,3-dihydrospiro[indene-2,4'-piperidine]-1-yl)-2-methylpropane-2-sulfinamide NC=1N=C(N(C(C1I)=O)C)N1CCC2(CC1)[C@@H](C1=CC=CC=C1C2)N[S@](=O)C(C)(C)C